[Cl-].[Cl-].C1(C=CC2=CC=CC=C12)[Zr]([SiH](C)C)([SiH](C)C)C1C=CC2=CC=CC=C12 bis(indenyl)bis(dimethylsilyl)zirconium dichloride